1-[3-(benzyloxy)cyclobutyl]-1H-pyrazol-4-amine C(C1=CC=CC=C1)OC1CC(C1)N1N=CC(=C1)N